1-methyl-6-(8-(3-((3-oxo-cyclobutyl)methoxy)azetidine-1-carbonyl)-5,6,7,8-tetrahydroisoquinolin-4-yl)-3,4-dihydroquinolin-2(1H)-one CN1C(CCC2=CC(=CC=C12)C1=CN=CC=2C(CCCC12)C(=O)N1CC(C1)OCC1CC(C1)=O)=O